tert-butyl 2-{2-[2-(4-{4-amino-3-[4-(difluoromethanesulfonamido)-3-[(1S)-1-(4-fluorophenyl)ethoxy]phenyl]-1-methyl-1H-pyrazolo[4,3-c]pyridin-7-yl}-1H-pyrazol-1-yl)ethoxy]ethoxy}acetate NC1=NC=C(C2=C1C(=NN2C)C2=CC(=C(C=C2)NS(=O)(=O)C(F)F)O[C@@H](C)C2=CC=C(C=C2)F)C=2C=NN(C2)CCOCCOCC(=O)OC(C)(C)C